N1C=NC2=C1C=CC(=C2)N2C(OC[C@@H]2C2=CC(=CC=C2)N2CCCCC2)=O (S)-3-(1H-Benzo[d]imidazol-5-yl)-4-(3-(piperidin-1-yl)phenyl)oxazolidin-2-on